[Cr].[Al].[Cr] chromium aluminum-chromium